COC1=CC=C(C=C1)NS(=O)(=O)C1=CC=C(C=C1)NC(=O)NS(=O)(=O)C1=CC=C(C=C1)C N-4-methoxy-phenyl-4-[[[[(4-methylphenyl)sulfonyl]amino]carbonyl]amino]-benzenesulfonamide